L-alanyl-L-aspartyl-L-phenylalanine methyl ester COC([C@@H](NC([C@@H](NC([C@@H](N)C)=O)CC(=O)O)=O)CC1=CC=CC=C1)=O